C(C)(=O)C1=NC=CC(=N1)C#CC=1C=C2C=NN(C2=CC1)C(=O)OC(C)(C)C tert-butyl 5-((2-acetylpyrimidin-4-yl)ethynyl)-1H-indazole-1-carboxylate